Ethyl (2S)-2-[[(2S)-2-acetamido-3-[5-[bis(2-chloroethyl)amino]-1-ethyl-benzimidazol-2-yl]propanoyl]amino]-4-methyl-pentanoate C(C)(=O)N[C@H](C(=O)N[C@H](C(=O)OCC)CC(C)C)CC1=NC2=C(N1CC)C=CC(=C2)N(CCCl)CCCl